C1(CCCC1)CC1=C2N(C=C(N1)C1=CC=C(C=C1)O)C(C(=N2)CC2=CC=C(C=C2)O)=O 8-(cyclopentylmethyl)-2-(4-hydroxybenzyl)-6-(4-hydroxyphenyl)imidazo[1,2-a]pyrazin-3(7H)-one